BrC1=CC(=C2CN(C(C2=C1)=O)[C@@H](C(=O)OCC)C1=C2N(C=N1)CCC2)F |r| ethyl (2RS)-2-(6-bromo-4-fluoro-1-oxo-isoindolin-2-yl)-2-(6,7-dihydro-5H-pyrrolo[1,2-c]imidazol-1-yl)acetate